methyl 5-[3-[4-[3-[tert-butoxycarbonyl(methyl)amino]prop-1-ynyl]-2-fluoro-phenoxy]propyl]-2-[4-(dimethylamino)butylamino]thiazole-4-carboxylate C(C)(C)(C)OC(=O)N(CC#CC1=CC(=C(OCCCC2=C(N=C(S2)NCCCCN(C)C)C(=O)OC)C=C1)F)C